(R)-4-((1-(3-amino-5-(trifluoromethyl)phenyl)ethyl)amino)-6-(3,6-dihydro-2H-pyran-4-yl)-2,8-dimethylpyrido[2,3-d]pyrimidin-7(8H)-one NC=1C=C(C=C(C1)C(F)(F)F)[C@@H](C)NC=1C2=C(N=C(N1)C)N(C(C(=C2)C=2CCOCC2)=O)C